(R)-3-((R,E)-4-(but-3-en-1-yl)-2-((tert-butoxycarbonyl)imino)-4-ethyl-6-oxotetrahydropyrimidin-1(2H)-yl)-1,1-difluoro-2,3-dihydro-1H-indene-5-carboxylic acid C(CC=C)[C@]1(N\C(\N(C(C1)=O)[C@@H]1CC(C2=CC=C(C=C12)C(=O)O)(F)F)=N/C(=O)OC(C)(C)C)CC